NS(=O)(=O)C1=CC(=C(C=C1)C=1C=C(C=2N(C1)N=CN2)COC2=CC=C(C=C2)[C@H](CC(=O)O)C#CC)C (βS)-4-[[6-[4-(aminosulfonyl)-2-methylphenyl][1,2,4]triazolo[1,5-a]pyridin-8-yl]methoxy]-β-1-propyn-1-yl-benzenepropanoic acid